FC(OC1=CC=C(C=C1)C=1C(=[N+](C=C(N1)C)[O-])C)F 3-(4-(difluoromethoxy)-phenyl)-2,5-dimethylpyrazine 1-oxide